CC=1C=CC=2C(=NSN2)C1 6-methylbenzo[c][1,2,5]thiadiazol